C1(CC1)S(=O)(=O)NC=1SC=C(N1)C(CC)NC(C1=CC=C(C=C1)C1=NC=CN=C1)=O N-(1-(2-(cyclopropanesulfonylamino)thiazol-4-yl)propyl)-4-(pyrazin-2-yl)benzamide